Rac-(4-methyl-7,10-dioxadispiro[2.2.46.23]dodecane-4-yl)methylamine C[C@@]1(C2(CC2)CCC2(C1)OCCO2)CN |r|